OC=1C(C(C=2N(N1)C=NC2)=O)C(=O)OCC ethyl 2-hydroxy-4-oxo-3,4-dihydroimidazo[1,5-b]pyridazine-3-carboxylate